C(CCCCCCC\C=C/C\C=C/CCCCC)N[C@@H](CC1=CC=C(C=C1)O)C(=O)O Linoleyl-tyrosine